(2S)-5,5-dimethyl-2-{[(1,2,3,4-tetrahydroquinolin-7-yl)methyl]amino}hexanoic acid CC(CC[C@@H](C(=O)O)NCC1=CC=C2CCCNC2=C1)(C)C